N1-(2-fluoro-5-(hydroxymethyl)-3-(1-methyl-1H-pyrazol-4-yl)phenyl)-7-hydroxy-N3-methylindolizine-1,3-dicarboxamide FC1=C(C=C(C=C1C=1C=NN(C1)C)CO)NC(=O)C=1C=C(N2C=CC(=CC12)O)C(=O)NC